[Fe]=S.[Cu] copper-iron-sulfide